(3S,7aR,11aR)-3-isopropyl-9-(8-quinolylmethyl)-2,3,6,7,7a,8,10,11-octahydrooxazolo[2,3-j][1,6]naphthyridin-5-one C(C)(C)[C@H]1CO[C@@]23CCN(C[C@H]3CCC(N21)=O)CC=2C=CC=C1C=CC=NC21